CC1=CC=C(C=C1)S(=O)(=O)[O-].ClC1=C(C=CC(=C1)OC(F)(F)F)[I+]C1=C(C=C(C=C1OC)OC)OC (2-chloro-4-(trifluoromethoxy)phenyl)(2,4,6-trimethoxyphenyl)iodonium 4-methylbenzenesulfonate